CC1=NSC(=N1)C(=O)OCC ethyl 3-methyl-1,2,4-thiadiazole-5-carboxylate